BrC1=CC=C(C=C1)P(=O)(OCC)OCC 1-bromo-4-diethoxyphosphoryl-benzene